estra-4,9-diene C[C@@]12CCC[C@H]1[C@@H]1CCC3=CCCCC3=C1CC2